[2-(2-amino-phenyl)-ethyl]-(1-benzyl-piperidin-4-yl)-amine NC1=C(C=CC=C1)CCNC1CCN(CC1)CC1=CC=CC=C1